3-[5-[(4-Amino-1-piperidyl)methyl]-3-methyl-2-oxo-benzimidazol-1-yl]piperidine-2,6-dione NC1CCN(CC1)CC1=CC2=C(N(C(N2C)=O)C2C(NC(CC2)=O)=O)C=C1